COC1=CC=C(C=C1)C1(SCCCS1)/C=C/C1=CNC2=CC=CC=C12 (E)-3-(2-(2-(4-methoxyphenyl)-1,3-dithian-2-yl)vinyl)-1H-indole